S1C=C(C2=C1C=CC=C2)C[C@@H](CNC(=O)N[C@@H](CC2=CSC=C2)C)N(C)C (S)-1-(3-(benzothien-3-yl)-2-(dimethylamino)propyl)-3-((R)-1-(thien-3-yl)propan-2-yl)urea